C(C)(C)(C)OC(CC1(CCN(CC1)C1=C(C=C(C=C1)N)C(F)(F)F)O)=O 2-[1-[4-amino-2-(trifluoromethyl)phenyl]-4-hydroxy-4-piperidinyl]acetic acid tert-butyl ester